(R)-N-(6-(4-methylpiperazin-1-yl)pyridin-3-yl)-3-(3-((1,1,1-trifluoropropan-2-yl)carbamoyl)pyrazolo[1,5-a]pyridin-5-yl)-1H-pyrrolo[2,3-b]pyridine-5-carboxamide CN1CCN(CC1)C1=CC=C(C=N1)NC(=O)C=1C=C2C(=NC1)NC=C2C2=CC=1N(C=C2)N=CC1C(N[C@@H](C(F)(F)F)C)=O